C1=CC=CC=2C3=CC=CC=C3C(C12)COC(=O)N[C@@H](COC[C@@H](C)O)C(=O)O N-(((9H-fluoren-9-yl)methoxy)carbonyl)-O-((R)-2-hydroxypropyl)-L-serine